[Cl-].[Cl-].FC(C=1C=C(C=C(C1)C(F)(F)F)C(=[Zr+2](C1=C(C(=CC=2C3=CC(=C(C=C3CC12)C1=CC=CC=C1)C(C)(C)C)C(C)(C)C)C1=CC=CC=C1)C1C=CC=C1)C1=CC(=CC(=C1)C(F)(F)F)C(F)(F)F)(F)F di-(3,5-ditrifluoromethyl-phenyl)methylene(cyclopentadienyl)(2,7-diphenyl-3,6-di-tert-butylfluorenyl)zirconium dichloride